COC(=O)C=1C=CC2=C(N=CCCS2)C1 2,3-dihydro-1,5-benzothiazepine-7-Carboxylic acid methyl ester